aluminum hydroxide diacetate C(C)(=O)[O-].C(C)(=O)[O-].[OH-].[Al+3]